ClC1=CC=CC(=N1)OCCOCCC1=CC(=NN1C)C1=C2C=C(N=CC2=C(N=C1)NC)NC(=O)C1CC1 N-[5-[5-[2-[2-[(6-chloro-2-pyridyl)oxy]ethoxy]ethyl]-1-methyl-pyrazol-3-yl]-8-(methylamino)-2,7-naphthyridin-3-yl]cyclopropanecarboxamide